Methyl 2-(5-(3-cyano-4-fluoro phenoxy)-6-fluoro-1-tosyl-1H-indol-4-yl)acetate C(#N)C=1C=C(OC=2C(=C3C=CN(C3=CC2F)S(=O)(=O)C2=CC=C(C)C=C2)CC(=O)OC)C=CC1F